[Si](C)(C)(C(C)(C)C)OCCC(C)(C)C1=C(C=CC=C1O)CC(=O)OC(C)(C)C tert-butyl 2-(2-(4-((tert-butyldimethylsilyl)oxy)-2-methylbutan-2-yl)-3-hydroxyphenyl)acetate